S1C=NC2=C1C=CC(=C2)N 1,3-benzothiazole-5-amine